C(=O)(O)CCCCCCCC=CCC(CCCCCC)OC(=O)C1C(O1)CC(=O)O 2-(3-(((17-carboxyheptadec-9-en-7-yl)oxy)carbonyl)oxirane-2-yl)acetic acid